C(C)C1=NC(=C(C(=C1C1=CC=CC=C1)C(=O)[O-])C(=O)OC(C)(C)C)C tert-Butyl 2-Ethylcarboxylato-6-methyl-3-phenylpyridine-5-carboxylate